4-(3-hydroxy-2-oxopyrrolidin-1-yl)piperidine-1-carboxylic acid tert-butyl ester C(C)(C)(C)OC(=O)N1CCC(CC1)N1C(C(CC1)O)=O